C(CCCCC(=O)[O-])(=O)[O-].[NH3+]CCCCCC[NH3+] 6-azaniumylhexylazanium hexanedioate